C(C=C)NC(CCCCCCCCCCCCCCC)=O N-(2-propenyl)hexadecanamide